N-((R)-1-(3-(difluoromethyl)-2-fluorophenyl)ethyl)-1-((3s,4R)-3-fluorotetrahydro-2H-pyran-4-yl)-4-((1-methylpiperidin-4-yl)amino)-6-oxo-1,6-dihydropyridine-3-carboxamide FC(C=1C(=C(C=CC1)[C@@H](C)NC(=O)C1=CN(C(C=C1NC1CCN(CC1)C)=O)[C@H]1[C@@H](COCC1)F)F)F